N1(CCNCC1)C1=CC=C(C=C1)NC1=NC2=C(C=CC=C2C(=N1)N)C1=NC=CC=C1 N2-(4-(piperazin-1-yl)phenyl)-8-(pyridin-2-yl)quinazoline-2,4-diamine